N[C@H](C)C1=CC=C2C(=N1)N(C(=C2)C2=NC1=C(N2C)C=C(C(=C1)C(=O)OC)C)CC(C=C)(F)F methyl (R)-2-(6-(1-aminoethyl)-1-(2,2-difluorobut-3-en-1-yl)-1H-pyrrolo[2,3-b]pyridin-2-yl)-1,6-dimethyl-1H-benzo[d]imidazole-5-carboxylate